C1C(CC2=CC=CC=C12)NC1=NC=C(C=N1)C=1C(=NN(C1)CC(N1CC2=C(CC1)NN=N2)=O)OCC2=CC=C(C(=O)O)C=C2 4-{[(4-{2-[(2,3-dihydro-1H-inden-2-yl)amino]pyrimidin-5-yl}-1-(2-oxo-2-{1H,4H,5H,6H,7H-[1,2,3]triazolo[4,5-c]pyridin-5-yl}ethyl)-1H-pyrazol-3-yl)oxy]methyl}benzoic acid